C(#C)C1=C(N=C2N1C=CC=C2N[C@H]2[C@H](CN(CC2)C)F)C#CCNC2=C(C=C(C(=O)NC)C=C2)OC 4-((3-(3-ethynyl-8-(((3S,4R)-3-fluoro-1-methylpiperidin-4-yl)amino)imidazo[1,2-a]pyridin-2-yl)prop-2-yn-1-yl)amino)-3-methoxy-N-methylbenzamide